methyl-β-naphthalenone CC1C(C=CC2=CC=CC=C12)=O